(R)-1-((7-cyano-2-(3'-(3-(((S)-2-hydroxypropylamino)methyl)-1,7-naphthyridin-8-ylamino)-2,2'-dimethylbiphenyl-3-yl)benzo[d]oxazol-5-yl)methyl)-3-methylpyrrolidine-3-carboxylic acid C(#N)C1=CC(=CC=2N=C(OC21)C=2C(=C(C=CC2)C2=C(C(=CC=C2)NC=2N=CC=C1C=C(C=NC21)CNC[C@H](C)O)C)C)CN2C[C@@](CC2)(C(=O)O)C